N-(propyl)-γ-aminopropyltrimethoxysilane C(CC)NCCC[Si](OC)(OC)OC